OC1=C(C(=CC=C1)OC(F)(F)F)B(O)O 2-HYDROXY-6-(TRIFLUOROMETHOXY)PHENYLBORONIC ACID